CN(CCCNC1=C(C=C(C=C1)S(=O)(=O)NC1(CC1)CF)[N+](=O)[O-])C 4-[3-(dimethylamino)propylamino]-N-[1-(fluoromethyl)cyclopropyl]-3-nitro-benzenesulfonamide